N-cyclopropyl-N-methyl[2-(7-methoxy-1-naphthyl)ethyl]amine C1(CC1)N(C)CCC1=CC=CC2=CC=C(C=C12)OC